2-(2-ethoxyethoxy)-ethanol C(C)OCCOCCO